bromocyclohexane-1-ene-formaldehyde BrC1=C(CCCC1)C=O